COC(=O)C=1[C@H](OC2=C(C1)C=C(C=C2C(F)F)Br)C(F)(F)F (S)-6-bromo-8-(difluoromethyl)-2-trifluoromethyl-2H-benzopyran-3-carboxylic acid methyl ester